4-[4-(2-ethoxy-2-oxoethyl)-1H-1,2,3-triazol-1-yl]benzoic acid C(C)OC(CC=1N=NN(C1)C1=CC=C(C(=O)O)C=C1)=O